COC1=NC=C(C(=N1)OC)C1=CC(=C(N=N1)N)OCCC1=CC=CC=C1 6-(2,4-dimethoxypyrimidin-5-yl)-4-phenethyloxy-pyridazin-3-amine